methyl N-[5-[6-[(4-fluoro-3-methyl-phenyl)-methyl-carbamoyl]imidazo[1,2-a]pyridin-3-yl]-2-pyridyl]carbamate FC1=C(C=C(C=C1)N(C(=O)C=1C=CC=2N(C1)C(=CN2)C=2C=CC(=NC2)NC(OC)=O)C)C